C(C)(C)(C)OC(=O)N1CC(C(CC1)(F)F)C=1C=NC(=C(C1)CBr)OC.NCC(=O)NCCC1=C(NC2=C(C=C(C=C12)F)F)C1=CC=C(C=C1)F 2-amino-N-[2-[5,7-difluoro-2-(4-fluorophenyl)-1H-indol-3-yl]ethyl]acetamide tert-butyl-3-(5-(bromomethyl)-6-methoxypyridin-3-yl)-4,4-difluoropiperidine-1-carboxylate